Cl.N[C@@H]1CN(CC[C@@H]1F)C1=NC2=C(N1CC1=NC=C(C#N)C=C1)C=CC(=C2)F 6-((2-((3R,4S)-3-amino-4-fluoropiperidin-1-yl)-5-fluoro-1H-benzo[d]imidazol-1-yl)methyl)nicotinonitrile hydrochloride